Cl.C[C@@H]1CNCCC1 (S)-3-methylpiperidine-HCl